NC1=NC(=C2C(=N1)N(N=C2C=2C=CC1=C(N=C(O1)N)C2)C(C)C)Cl 5-(6-Amino-4-chloro-1-isopropyl-1H-pyrazolo[3,4-d]pyrimidin-3-yl)benzo[d]oxazol-2-amine